N-[4-[[4-[1-[3-Chloro-5-cyano-4-(4-hydroxybutoxy)phenyl]-1-methyl-ethyl]phenoxy]methyl]pyrimidin-2-yl]methanesulfonamide ClC=1C=C(C=C(C1OCCCCO)C#N)C(C)(C)C1=CC=C(OCC2=NC(=NC=C2)NS(=O)(=O)C)C=C1